6-(4-bromo-2-chloro-6-fluorobenzyl)-6,7-dihydro-5H-pyrrolo[3,4-b]pyridin-5-one-7,7-d2 BrC1=CC(=C(CN2C(C3=NC=CC=C3C2=O)([2H])[2H])C(=C1)F)Cl